C1OCC12CC(C2)NC(=O)[C@@H]2CC21CCN(CC1)C(=O)OC(C(F)(F)F)C(F)(F)F |r| 1,1,1,3,3,3-hexafluoro-propan-2-yl (±)-1-((2-oxa-spiro[3.3]heptan-6-yl)carbamoyl)-6-azaspiro[2.5]octane-6-carboxylate